(R)-6-(6-cyclopropyl-7-methoxyimidazo[1,2-b]pyridazin-3-yl)-3-(oxetan-3-yl)-N-(piperidin-3-yl)pyridin-2-amine C1(CC1)C=1C(=CC=2N(N1)C(=CN2)C2=CC=C(C(=N2)N[C@H]2CNCCC2)C2COC2)OC